SCCCCS(=O)(=O)O 4-Mercaptobutanesulfonic acid